C(#N)C1CC2(C1)C[C@H](N(CC2)CC2=C1C=CNC1=C(C=C2OC)C)C2=CC=C(C(=O)NCC1(CNC1)OC)C=C2 4-((2R,4s,6S)-2-cyano-7-((5-methoxy-7-methyl-1H-indol-4-yl)methyl)-7-azaspiro[3.5]nonan-6-yl)-N-((3-methoxyazetidin-3-yl)methyl)benzamide